C1(=CC=CC=C1)C1=NC(=CC(=N1)C1=CC(=C(C=C1)O)C1=NC=CC=C1)C1=CC=CC=C1 2,6-diphenyl-4-(3-(pyridin-2-yl)-4-hydroxyphenyl)pyrimidine